NC=1C(=C(C=C2C=C(N=CC12)NC(O[C@@H]1COC[C@H]1C1CC1)=O)C1=C(C2=C(OCCN2)N=C1)C)F (3S,4R)-4-Cyclopropyltetrahydrofuran-3-yl (8-amino-7-fluoro-6-(8-methyl-2,3-dihydro-1H-pyrido[2,3-b][1,4]oxazin-7-yl)isoquinolin-3-yl)carbamate